(S)-N5-((1R,5S,6s)-3-Azabicyclo[3.1.0]hexan-6-yl)-N7-methyl-3-phenyl-2,3-dihydrobenzofuran-5,7-dicarboxamide [C@@H]12CNC[C@H]2C1NC(=O)C=1C=C(C2=C([C@@H](CO2)C2=CC=CC=C2)C1)C(=O)NC